4-{N,N-bis(biphenyl-4-yl)amino}phenylboronic acid C1(=CC=C(C=C1)N(C1=CC=C(C=C1)C1=CC=CC=C1)C1=CC=C(C=C1)B(O)O)C1=CC=CC=C1